imidazole iodine salt [I].N1C=NC=C1